ClC1=C(OC2=NC=C(C=C2C=2C3=C(C(N(C2)C)=O)NC(=C3)C(=O)NCC)N=S(=O)(C)C)C(=CC=C1)C 4-{2-(2-chloro-6-methylphenoxy)-5-{[dimethyl(oxo)-λ6-sulfanylidene]amino}-pyridin-3-yl}-N-ethyl-6-methyl-7-oxo-6,7-dihydro-1H-pyrrolo[2,3-c]pyridine-2-carboxamide